(1S,4R,5R)-5-[(tert-butyldiphenylsilyl)oxy]-2-[(4-methoxyphenyl)methyl]-2-azabicyclo[2.2.1]heptan-3-one [Si](C1=CC=CC=C1)(C1=CC=CC=C1)(C(C)(C)C)O[C@H]1[C@@H]2C(N([C@H](C1)C2)CC2=CC=C(C=C2)OC)=O